2-[4-(cyclopentylamino)phenyl]-N-[4-methyl-3-(trifluoromethyl)phenyl]-6-(2,2,2-trifluoroethyl)-1,2,3,4,4a,5,7,7a-octahydropyrrolo[3,4-b]pyridine-3-carboxamide C1(CCCC1)NC1=CC=C(C=C1)C1C(CC2C(N1)CN(C2)CC(F)(F)F)C(=O)NC2=CC(=C(C=C2)C)C(F)(F)F